[Si](C)(C)(C(C)(C)C)OC[C@H]1CN(CC1)C1=CC2=C(N(C(N2C)=O)C2C(NC(CC2)=O)=O)C=C1 3-(5-((R)-3-(((tert-butyldimethylsilyl)oxy)methyl)pyrrolidin-1-yl)-3-methyl-2-oxo-2,3-dihydro-1H-benzo[d]imidazol-1-yl)piperidine-2,6-dione